((1-(2-(4,4-dimethylpiperidin-1-yl)-3,6-dimethyl-4-oxo-3,4-dihydroquinazolin-8-yl)ethyl)amino)benzoic acid CC1(CCN(CC1)C1=NC2=C(C=C(C=C2C(N1C)=O)C)C(C)NC1=C(C(=O)O)C=CC=C1)C